COC1=CC=C(C2=CC=CC=C12)C=COC 1-methoxy-4-(2-methoxyvinyl)naphthalene